CC1=NC(=CC(=N1)S)S 2-methylpyrimidine-4,6-dithiol